C1(CCCC1)N1C(=CC2=C1N=C(N=C2)NC2=NC=C(C=C2)OC2CNCCC2)C(=O)N(C)C 7-cyclopentyl-N,N-dimethyl-2-[[5-(3-piperidinyloxy)-2-pyridinyl]-amino]pyrrolo[2,3-d]pyrimidine-6-carboxamide